(2R)-1-[3-chloro-4-(1,4-oxazepan-3-yl)phenoxy]propan-2-ol ClC=1C=C(OC[C@@H](C)O)C=CC1C1COCCCN1